CN1N=CC(=C1)C1(CC1)C=O 1-(1-methyl-1H-pyrazol-4-yl)cyclopropane-1-carbaldehyde